prop-2-en-1-yl 4-[(2R)-2-[(tert-butoxycarbonyl)amino]-4-{[(9H-fluoren-9-ylmethoxy)carbonyl]amino}butanamido]-1-methylpyrrole-2-carboxylate C(C)(C)(C)OC(=O)N[C@@H](C(=O)NC=1C=C(N(C1)C)C(=O)OCC=C)CCNC(=O)OCC1C2=CC=CC=C2C=2C=CC=CC12